CNC(CCS(NC)(=O)=O)=O N-methyl-3-(N-methylsulfamoyl)propanamide